ClC1=CC2=C(C(=NS2)CCC)C=C1 6-chloro-3-(prop-1-yl)benzo[d]isothiazole